(S)-1-trifluoromethyl-4-((1-methyl-1H-pyrazol-4-yl)methyl)-N-(1-methylcyclopropyl)-5-oxo-1,2,4,5-tetrahydroimidazo[1,2-a]quinazoline-7-sulfonamide FC([C@@H]1CN=C2N1C1=CC=C(C=C1C(N2CC=2C=NN(C2)C)=O)S(=O)(=O)NC2(CC2)C)(F)F